COCCNCCC(=O)NC1=C(C2=C(C(N(CC2)C(=O)OC(C)(C)C)C)S1)C=1SC2=C(N1)C=C(C=C2)C2=CC=NC=C2 tert-Butyl 2-(3-((2-methoxyethyl)amino)propanamido)-7-methyl-3-(5-(pyridin-4-yl)benzo[d]thiazol-2-yl)-4,7-dihydrothieno[2,3-c]pyridine-6(5H)-carboxylate